3-((tert-butoxycarbonyl)amino)propyl (2E,4E)-5-phenylpenta-2,4-dienoate C1(=CC=CC=C1)/C=C/C=C/C(=O)OCCCNC(=O)OC(C)(C)C